3-(1-ethoxyvinyl)(trifluoromethyl)benzonitrile C(C)OC(=C)C=1C(=C(C#N)C=CC1)C(F)(F)F